tert-butyl 4-(4-(((2-(2,6-dioxo-1-((2-(trimethylsilyl)ethoxy)methyl)piperidin-3-yl)-1,3-dioxoisoindolin-5-yl)amino)methyl)piperidin-1-yl)benzoate O=C1N(C(CCC1N1C(C2=CC=C(C=C2C1=O)NCC1CCN(CC1)C1=CC=C(C(=O)OC(C)(C)C)C=C1)=O)=O)COCC[Si](C)(C)C